methyl-ethyl-(5-chloro-8-quinolinoxy)malonic acid CC(C)C(C(=O)O)(C(=O)O)OC=1C=CC(=C2C=CC=NC12)Cl